dimethyl 2-hydroxy-5-methylphenylphosphonate OC1=C(C=C(C=C1)C)P(OC)(OC)=O